1-Ethyl-8-((tetrahydro-2H-pyran-4-yl)methyl)-3-(p-tolyl)-1,3,8-triazaspiro[4.5]decane-2,4-dione C(C)N1C(N(C(C12CCN(CC2)CC2CCOCC2)=O)C2=CC=C(C=C2)C)=O